tyrosine triphosphate P(O)(=O)(OP(=O)(O)OP(=O)(O)O)OC1=CC=C(C[C@H](N)C(=O)O)C=C1